3-thiocyano-2-(thiophene-2-yl)benzo[b]Thiophene S(C#N)C=1C2=C(SC1C=1SC=CC1)C=CC=C2